isopropyl 2-bromo-5-(1-(3-(dimethylamino) azetidin-1-yl) ethyl)-6-methylindolizine-7-carboxylate BrC=1C=C2C=C(C(=C(N2C1)C(C)N1CC(C1)N(C)C)C)C(=O)OC(C)C